(4-amino-3,4-dihydro-2H-thiopyrano[2,3-b]pyridin-7-yl) phosphonate hydrochloride Cl.P(OC1=CC=C2C(=N1)SCCC2N)(O)=O